FC1=CC(=C(C=C1)C1(C(C=CC=C1)N)N)C 1-(4-fluoro-2-methylphenyl)benzene-1,2-diamine